N-((3S,4S)-3-fluoro-1-methylpiperidin-4-yl)-6-(3-((2-methoxy-4-(methylsulfonyl)phenyl)amino)prop-1-yn-1-yl)-3-(2,2,2-trifluoroethyl)imidazo[1,2-a]pyridin-8-amine F[C@H]1CN(CC[C@@H]1NC=1C=2N(C=C(C1)C#CCNC1=C(C=C(C=C1)S(=O)(=O)C)OC)C(=CN2)CC(F)(F)F)C